(3S,4S)-8-{7-[(2-amino-3-chloropyridin-4-yl)sulfanyl]-6-methylpyrazolo[1,5-a]pyrazin-4-yl}-3-methyl-2-oxa-8-azaspiro[4.5]decan-4-amine NC1=NC=CC(=C1Cl)SC1=C(N=C(C=2N1N=CC2)N2CCC1([C@@H]([C@@H](OC1)C)N)CC2)C